1-(3-((4-((3-(hydroxy-methyl)phenyl)amino)-pyrido[3,4-d]pyrimidin-6-yl)oxy)pyrrolidin-1-yl)prop-2-en-1-one OCC=1C=C(C=CC1)NC=1C2=C(N=CN1)C=NC(=C2)OC2CN(CC2)C(C=C)=O